6-[2-(2-oxopyrrolidin-1-yl)ethoxy]benzonitrile O=C1N(CCC1)CCOC1=CC=CC=C1C#N